1-(1-(5-((5-Chloro-2,3-dihydro-1H-inden-2-yl)amino)pyridin-2-yl)-2,2,2-trifluoroethyl)-3-methyltetrahydropyrimidin-2(1H)-one ClC=1C=C2CC(CC2=CC1)NC=1C=CC(=NC1)C(C(F)(F)F)N1C(N(CCC1)C)=O